ClC=1N=CC2=C(N1)N(C(=C2)C(=O)N(C)C)C=2C=C1CCNCC1=CC2 2-chloro-N,N-dimethyl-7-(1,2,3,4-tetrahydroisoquinolin-6-yl)-7H-pyrrolo[2,3-d]pyrimidine-6-carboxamide